NC1=NC(N(C=C1C)[C@@H]1O[C@]2(CN([C@@H]1[C@@H]2O)C2=NC(=NC=C2)Cl)COC(C2=CC=CC=C2)(C2=CC=C(C=C2)OC)C2=CC=C(C=C2)OC)=O 4-Amino-1-[(1R,3R,4R,7S)-1-[[bis(4-methoxyphenyl)-phenyl-methoxy]methyl]-5-(2-chloropyrimidin-4-yl)-7-hydroxy-2-oxa-5-azabicyclo[2.2.1]heptan-3-yl]-5-methyl-pyrimidin-2-one